COC1=C(C=C(C=C1)[C@@H]1CC[C@H](CC1)CN(C(=O)[C@@H]1CC[C@H](CC1)OCC1=CC=C(C=C1)OC)C1=CC(=CC=C1)C1=CN=C(S1)OC)C trans-N-((trans-4-(4-Methoxy-3-methylphenyl)cyclohexyl)-methyl)-4-((4-methoxybenzyl)-oxy)-N-(3-(2-methoxythiazol-5-yl)phenyl)cyclohexanecarboxamide